C(=O)(O)C1=C(C=C(C=C1)C1=C(C=C(C=C1)F)F)N1C(C2=CC=C(C=C2C1=O)C(=O)O)=O 2-(4-Carboxy-2',4'-difluorobiphenyl-3-yl)-1,3-dioxo-2,3-dihydro-1H-isoindole-5-carboxylic acid